BrC1=C(C=C(C(C=O)=C1)O)OC 5-bromo-4-methoxysalicylaldehyde